hydroxybutyl t-butyl peroxide C(C)(C)(C)OOCCCCO